(2s,4r)-6-(7-(3-chloro-2-cyclopropyl-5-hydroxyphenyl)-2-((tetrahydro-1H-pyrrolizin-7a(5H)-yl)methoxy)-5,6,7,8-tetrahydropyrido[3,4-d]pyrimidin-4-yl)-6-azaspiro[3.5]nonan-2-ol ClC=1C(=C(C=C(C1)O)N1CC=2N=C(N=C(C2CC1)N1CC2(CC(C2)O)CCC1)OCC12CCCN2CCC1)C1CC1